B([O-])([O-])[O-].CN(C(=[N+](C)C)O)C.CN(C(=[N+](C)C)O)C.CN(C(=[N+](C)C)O)C Tetramethyluronium Borate